8-((benzhydryl)amino)-5-methyl-1,3,4,5-tetrahydro-2H-benzo[d]azepin-2-one C(C1=CC=CC=C1)(C1=CC=CC=C1)NC=1C=CC2=C(CC(NCC2C)=O)C1